α-ethylhexanoic acid C(C)C(C(=O)O)CCCC